N1=C(C=NC2=CC=CC=C12)C=1C=NN(C1)CC1CC(C1)=O 3-((4-(quinoxalin-2-yl)-1H-pyrazol-1-yl)methyl)cyclobutan-1-one